OC(C\N=C\C1=CC=C(C=C1O)OCC1=CC=C(C=C1)C=C)C\N=C\C1=CC=C(C=C1O)OCC1=CC=C(C=C1)C=C 6,6'-((1E,1'E)-((2-hydroxypropane-1,3-diyl)bis(azaneylylidene))bis(methaneylylidene))bis(3-((4-vinylbenzyl)oxy)phenol)